C1(CC1)[C@H](CO)NC1=NC(=C2N=CN(C2=N1)C(F)F)N[C@@H]1CNC[C@H]1F |&1:20,24| (R)-2-cyclopropyl-2-((9-(difluoromethyl)-6-(((3RS,4RS)-4-fluoropyrrolidin-3-yl)amino)-9H-purin-2-yl)amino)ethan-1-ol